1-(2-(6,7-Dichloro-2-(4-chlorophenyl)-9H-carbazol-3-ylamino)ethyl)guanidine ClC=1C=C2C=3C=C(C(=CC3NC2=CC1Cl)C1=CC=C(C=C1)Cl)NCCNC(=N)N